[Ta].[Mo] molybdenum-tantalum